azainine (+/-)-isopropyl-(1S,3S)-3-((2-bromopyrimidin-5-yl)oxy)cyclohexane-1-carboxylate C(C)(C)OC(=O)[C@@H]1C[C@H](CCC1)OC=1C=NC(=NC1)Br.N1=CC=CC=C1 |r|